FC1(CCN(CCC1)C1=NC2=CC(=CC=C2C=C1C(=O)NC=1C(=C(SC1)C(=O)OC)C)F)F methyl 4-(2-(4,4-difluoroazepan-1-yl)-7-fluoroquinoline-3-carboxamido)-3-methylthiophene-2-carboxylate